N=1C=C(N2C1C=CC=C2)C(=O)N2CC1=C(CC2)C(=CS1)C(=O)NC1=CC(=CC(=C1)C(F)(F)F)OC1CN(CC1)C 6-(Imidazo[1,2-a]pyridin-3-carbonyl)-N-(3-((1-methylpyrrolidin-3-yl)oxy)-5-(trifluoromethyl)phenyl)-4,5,6,7-tetrahydrothieno[2,3-c]pyridin-3-carboxamid